ClC1=C(C(=NC(=C1)Cl)C(=O)OC)NC methyl 4,6-dichloro-3-(methylamino)pyridine-2-carboxylate